2-(4-{6-chloro-2-[(1-cyclopropyl-5-methyl-1H-pyrazol-4-yl)amino]quinazolin-7-yl}piperidin-1-yl)-1-(4-chlorophenyl)ethan-1-ol ClC=1C=C2C=NC(=NC2=CC1C1CCN(CC1)CC(O)C1=CC=C(C=C1)Cl)NC=1C=NN(C1C)C1CC1